6-fluoro-8-(3-fluoro-[1,1'-biphenyl]-4-yl)-3,4-dihydrobenzo[e][1,2,3]oxathiazine 2,2-dioxide FC=1C=C(C2=C(CNS(O2)(=O)=O)C1)C1=C(C=C(C=C1)C1=CC=CC=C1)F